1,10-bis(N,N'-dibenzylthiocarbamoyldithio)decane C(C1=CC=CC=C1)N(C(=S)SSCCCCCCCCCCSSC(N(CC1=CC=CC=C1)CC1=CC=CC=C1)=S)CC1=CC=CC=C1